methyl 2-((5-(difluoromethyl)pyridin-2-yl)(hydroxy)methyl)acrylate FC(C=1C=CC(=NC1)C(C(C(=O)OC)=C)O)F